[Si](C)(C)(C(C)(C)C)OC1CC(C(C1)O)OC1=C2C=CN(C2=C(C(=C1)Cl)Cl)S(=O)(=O)C1=CC=C(C=C1)C 4-[tert-Butyl(dimethyl)silyl]oxy-2-[6,7-dichloro-1-(p-tolylsulfonyl)indol-4-yl]oxy-cyclopentanol